1-bromo-3-isopropylimidazo[1,5-a]pyrazin-8-amine BrC=1N=C(N2C1C(=NC=C2)N)C(C)C